CC=1C(=NC(=C(C1)N1CCN(CC1)CC1=CC(=C(C=C1)Br)[N+](=O)[O-])C)C(=O)NC methyl-5-(4-(4-bromo-3-nitrobenzyl)piperazin-1-yl)-N,6-dimethylpicolinamide